9-([1,1'-biphenyl]-4-yl)-9H,9'H-3,3'-bicarbazole-1,1',2,2',4,4',5,5',6,6',7,7',8,8'-d14 C1(=CC=C(C=C1)N1C2=C(C(=C(C(=C2C=2C(=C(C(=C(C12)[2H])[2H])C=1C(=C(C=2NC3=C(C(=C(C(=C3C2C1[2H])[2H])[2H])[2H])[2H])[2H])[2H])[2H])[2H])[2H])[2H])[2H])C1=CC=CC=C1